ethyl 5-tert-butyl-1-(4-fluorophenyl)-pyrazole-3-carboxylate C(C)(C)(C)C1=CC(=NN1C1=CC=C(C=C1)F)C(=O)OCC